C(C1=CC=CC=C1)N1[C@@H](C[C@@H]1CO[Si](C1=CC=CC=C1)(C1=CC=CC=C1)C(C)(C)C)C(C)=O |o1:8,10| 1-((2S,4R)-rel-1-benzyl-4-(((tert-butyldiphenylsilyl)oxy)methyl)azetidin-2-yl)ethan-1-one